C(C)(=O)ON=C(CCCCC)C(=O)C=1C=CC=2N(C3=CC=C(C=C3C2C1)C(C1=CC=C(C=C1)OC(=O)OCC)=O)CC [1-[6-(4-ethoxycarbonyloxybenzoyl)-9-ethyl-carbazole-3-carbonyl]hexylideneamino] acetate